1-(6-(2-hydroxy-2-(4-methyl-1-oxo-1,3-dihydroisobenzofuran-5-yl)ethyl)-5,6,7,8-tetrahydropyrido[4,3-d]pyrimidin-2-yl)-1H-pyrrolo[3,2-b]pyridine-3-carbonitrile OC(CN1CC2=C(N=C(N=C2)N2C=C(C3=NC=CC=C32)C#N)CC1)C=1C(=C3COC(C3=CC1)=O)C